(2-(4-(6-aminopyridin-3-yl)morpholin-2-yl)propan-2-yl)carbamic acid tert-butyl ester C(C)(C)(C)OC(NC(C)(C)C1CN(CCO1)C=1C=NC(=CC1)N)=O